tert-butyl (1-((1-(5-fluoro-4-(trifluoromethyl)pyridin-2-yl)cyclopropyl)amino)-2-methylpropan-2-yl)carbamate FC=1C(=CC(=NC1)C1(CC1)NCC(C)(C)NC(OC(C)(C)C)=O)C(F)(F)F